4,7-dibromo-2-(2-hexyldecyl)-5,6-dinitro-2H-benzo[d][1,2,3]triazole BrC1=C(C(=C(C2=NN(N=C21)CC(CCCCCCCC)CCCCCC)Br)[N+](=O)[O-])[N+](=O)[O-]